C(C)(C)(C)OC(=O)N1C[C@@H]2COC3=C(C(N2CC1)=O)C=C(C(=C3F)Br)OC (R)-9-bromo-10-fluoro-8-methoxy-6-oxo-3,4,12,12a-tetrahydro-6H-benzo[f]pyrazino[2,1-c][1,4]oxazepin-2(1H)-carboxylic acid tert-butyl ester